8-((7,7-bis(octyloxy)heptyl)(2-hydroxyethyl)amino)octanoic acid non-3-yl ester CCC(CCCCCC)OC(CCCCCCCN(CCO)CCCCCCC(OCCCCCCCC)OCCCCCCCC)=O